S1C2=C(C=C1)C(C(C1=C2SC=C1)=O)=O benzo[1,2-b:6,5-b']dithiophene-4,5-dione